ClC1=C(C=NC=C1F)C=1C=CC=C2C(=C(C=NC12)C(=O)NN1CCOC2=C1C=CC=C2)N2CCOCC2 8-(4-chloro-5-fluoro-3-pyridinyl)-N-(2,3-dihydro-1,4-benzoxazin-4-yl)-4-morpholino-quinoline-3-carboxamide